C(C)(C)(C)[Si]1(C(=C1[Si](C)(C)C)[Si](C)(C)C)CC[Si](O[Si](C)(C)CC[Si]1(C(=C1[Si](C)(C)C)[Si](C)(C)C)C(C)(C)C)(C)C 1,3-bis-(2-(1-(tert-butyl)-2,3-bis(trimethylsilyl)siliren-1-yl)ethyl)-1,1,3,3-tetramethyldisiloxane